[Ni].[W].[Cr].[Co] cobalt-chromium-tungsten-nickel